CCCCCCCCCCC/C=C/C(=O)SCCNC(=O)CCNC(=O)[C@@H](C(C)(C)COP(=O)(O)OP(=O)(O)OC[C@@H]1[C@H]([C@H]([C@@H](O1)N2C=NC3=C(N=CN=C32)N)O)OP(=O)(O)O)O The molecule is a tetradecenoyl-CoA and an 11,12-saturated fatty acyl-CoA. It has a role as an Escherichia coli metabolite and a mouse metabolite. It derives from a coenzyme A and a trans-2-tetradecenoic acid. It is a conjugate acid of a trans-tetradec-2-enoyl-CoA(4-).